CC1=NOC(=C1C1=C(C=C(C=N1)C1=CC=CC=2N1N=CC2C(=O)N2CCCCC2)F)C [7-[6-(3,5-dimethylisoxazol-4-yl)-5-fluoro-3-pyridyl]pyrazolo[1,5-a]pyridin-3-yl]-(1-piperidyl)methanone